N,N-dimethyl-4-(7-(N-(1-methylcyclopropyl)sulfamoyl)-imidazo[1,5-a]pyridin-5-yl)piperazine-1-carboxamide CN(C(=O)N1CCN(CC1)C1=CC(=CC=2N1C=NC2)S(NC2(CC2)C)(=O)=O)C